COC1=C(C=CC=C1)P(C1=C(C=CC=C1)OC)=O bis-(2-methoxyphenyl)phosphine oxide